methyl 3-(5-(3-fluoro-4-methyl-5-(7-(4-methylpiperazin-1-yl)imidazo[1,2-a]pyridine-3-carboxamido)phenyl)-1,2,4-oxadiazol-3-yl)azetidine-1-carboxylate FC=1C=C(C=C(C1C)NC(=O)C1=CN=C2N1C=CC(=C2)N2CCN(CC2)C)C2=NC(=NO2)C2CN(C2)C(=O)OC